(R)-2-(2-fluoro-4-(pyrrolidin-2-yl)phenyl)-N-(3-(piperidin-1-yl)propyl)benzo[d]imidazo[2,1-b]thiazole-7-carboxamide dihydrochloride Cl.Cl.FC1=C(C=CC(=C1)[C@@H]1NCCC1)C=1N=C2SC3=C(N2C1)C=CC(=C3)C(=O)NCCCN3CCCCC3